3,3'-(1,4-phenylene-dimethylene)bis(7,7-dimethyl-2-oxobicyclo-[2.2.1]heptane-1-methanesulfonic acid) C1(=CC=C(C=C1)CC1C(C2(CCC1C2(C)C)CS(=O)(=O)O)=O)CC2C(C1(CCC2C1(C)C)CS(=O)(=O)O)=O